BrC1=NC=C(C=C1)C 2-bromo-5-methylpyridine